N1(C=NC=C1)CC1=CC(=C2CCN(C(C2=C1)=O)C1=CC=NC2=CC=C(C=C12)OC)C=1C(=NN(C1)C)C(F)(F)F 4-(7-((1H-Imidazol-1-yl)methyl)-5-(1-methyl-3-(trifluoromethyl)-1H-pyrazol-4-yl)-1-oxo-3,4-dihydroisoquinolin-2(1H)-yl)-6-methoxyquinoline